CN1N=CC(=C1)C1=CC2=C(O[C@@H](CN2)[C@H](NCCC2=CC=C(C=C2)C)C2=CC=CC=C2)N=C1 N-((R)-((S)-7-(1-methyl-1H-pyrazol-4-yl)-2,3-dihydro-1H-pyrido[2,3-b][1,4]oxazin-3-yl)(phenyl)methyl)-2-(p-tolyl)ethanamine